COC(COC1=CC2=C(N(C(S2)=O)C2=C(C=C(C=C2)C(F)(F)F)Cl)C=C1)=O (3-(2-chloro-4-(trifluoromethyl)phenyl)-2-oxo-2,3-dihydrobenzothiazol-6-yloxy)acetic acid methyl ester